FC1(C2CN(CC12)C1=CC(=C(C=C1)CN1N=CC(=C1)C(=O)O)C)F 1-[(4-{6,6-difluoro-3-azabicyclo[3.1.0]hex-3-yl}-2-methylphenyl)methyl]-1H-pyrazole-4-carboxylic acid